CN1CCC(CC1)COC1=NC(=CC(=C1)CN)C(F)(F)F (2-((1-methylpiperidin-4-yl)methoxy)-6-(trifluoromethyl)pyridin-4-yl)methanamine